N-(2,4-dimethoxybenzyl)-2,6-difluoro-4-((S)-3-(methyl((S)-1-methylpyrrolidin-3-yl)amino)-3-(3-(trifluoromethyl)phenethyl)piperidin-1-yl)-N-(pyrimidin-4-yl)benzenesulfonamide COC1=C(CN(S(=O)(=O)C2=C(C=C(C=C2F)N2C[C@@](CCC2)(CCC2=CC(=CC=C2)C(F)(F)F)N([C@@H]2CN(CC2)C)C)F)C2=NC=NC=C2)C=CC(=C1)OC